5-chloro-N2-(7-chloro-1-hydroxy-3H-2,1-benzoxaborol-5-yl)-N4-cyclopentyl-pyrimidine-2,4-diamine ClC=1C(=NC(=NC1)NC=1C=C(C2=C(COB2O)C1)Cl)NC1CCCC1